1-((2R,4S,5R)-5-((bis(4-methoxyphenyl)(phenyl)methoxy)methyl)-4-hydroxytetrahydrofuran-2-yl)-1,3-dihydro-2H-benzo[d]imidazol-2-one COC1=CC=C(C=C1)C(OC[C@@H]1[C@H](C[C@@H](O1)N1C(NC2=C1C=CC=C2)=O)O)(C2=CC=CC=C2)C2=CC=C(C=C2)OC